(2-((5-chloro-2-((3-chloro-4-(2-(pyrrolidin-1-yl)-7-azaspiro[3.5]nonan-7-yl)phenyl)amino)pyrimidin-4-yl)amino)phenyl)dimethylphosphine oxide ClC=1C(=NC(=NC1)NC1=CC(=C(C=C1)N1CCC2(CC(C2)N2CCCC2)CC1)Cl)NC1=C(C=CC=C1)P(C)(C)=O